[V].O(C1=CC=CC=C1)C1N(CC(N1C1=C(C=C(C=C1C)C)C)=N)C1=C(C=C(C=C1C)C)C (phenoxy)(1,3-bis(2,4,6-trimethylphenyl)-imidazolinimine) vanadium